C1(CCCCCCC1)C1=NOC(=N1)CC(C(=O)OC(C)(C)C)=C tert-butyl 2-((3-cyclooctyl-1,2,4-oxadiazol-5-yl)methyl)acrylate